C[C@H]1N(CCOC1)C1=C2C(=NC(=C1)C1=CC=NN1C)C(=NN2CC(F)(F)F)C2=CC=NN2 (R)-3-Methyl-4-(5-(1-methyl-1H-pyrazol-5-yl)-3-(1H-pyrazol-5-yl)-1-(2,2,2-trifluoroethyl)-1H-pyrazolo[4,3-b]pyridin-7-yl)morpholine